FC1=C(C(=CC=C1)C)N1CCC(CC1)C=1C(N(C2=CC=C(C=C2N1)C)CC1=NC=CN=C1C(F)(F)F)=O 3-(1-(2-fluoro-6-methylphenyl)piperidin-4-yl)-6-methyl-1-((3-(trifluoromethyl)pyrazin-2-yl)methyl)quinoxalin-2(1H)-one